9-formyl-N,N-dimethyl-2-morpholino-4-oxo-pyrido[1,2-a]pyrimidine-7-carboxamide C(=O)C1=CC(=CN2C1=NC(=CC2=O)N2CCOCC2)C(=O)N(C)C